NC1COC(OC1)C(CN(C1=CC=C(C#N)C=C1)CC1=CC(=C(C=C1)OC)F)O 4-((2-((2r,5S)-5-amino-1,3-dioxan-2-yl)-2-hydroxyethyl)(3-fluoro-4-methoxybenzyl)amino)benzonitrile